2-bromo-3-(3-chloro-5-fluoro-phenoxy)-6-(difluoromethylsulfonyl)benzoic acid BrC1=C(C(=O)O)C(=CC=C1OC1=CC(=CC(=C1)F)Cl)S(=O)(=O)C(F)F